(S)-3-((1-hydroxy-3-(octadecyloxy)propan-2-yl)oxy)benzonitrile OC[C@@H](COCCCCCCCCCCCCCCCCCC)OC=1C=C(C#N)C=CC1